benzophenanthrenyl(phenanthrenyl)binaphthalene C1(=C2C=3C=CC=CC3C3=C(C2=CC=C1)C=CC=C3)C=3C(=C(C1=CC=CC=C1C3)C3=CC=CC1=CC=CC=C31)C3=CC=CC=1C2=CC=CC=C2C=CC31